(amino(4-((5-chloro-3-fluoropyridin-2-yl)oxy)phenyl)-methylene-amino)oxy-2-((tert-butoxycarbonyl)amino)-4-oxobutanoate NC(=NOC(C(=O)[O-])(CC=O)NC(=O)OC(C)(C)C)C1=CC=C(C=C1)OC1=NC=C(C=C1F)Cl